1,4-dimethylpiperidine-4-carboxylate CN1CCC(CC1)(C(=O)[O-])C